[N+](=O)([O-])C1=CC=C(C=C1)OCC(O)CO 1-(p-nitrophenyl)glycerol